C(CCCCCCC)OC1CCC(CC1)C=O 4-(octyloxy)cyclohexane-1-carbaldehyde